CC1(CC2=C(C=CC(=C2)CC2(CC=CC=C2)C)O)CC=CC=C1 2,4-bis(1'-methylbenzyl)phenol